4-(8-((2-cyclopropyl-5-ethoxy-4'-fluoro-[1,1'-biphenyl]-4-yl)methyl)-2-oxo-1-oxa-3,8-diazaspiro[4.5]decan-3-yl)-N-(3-guanidinopropyl)benzenesulfonamide C1(CC1)C1=C(C=C(C(=C1)CN1CCC2(CN(C(O2)=O)C2=CC=C(C=C2)S(=O)(=O)NCCCNC(=N)N)CC1)OCC)C1=CC=C(C=C1)F